S1C(=CC=C1)C=1C(=C(C=CC1)C1=CC=CC=C1)C1=NN=NC(=C1C1=C(C=CC=C1)C1=CC=CC=C1)C1=C(C(=CC=2C3=CC=CC=C3CC12)C)C Thiopheneyl[dimethylfluorenyl(biphenylyl)triazinyl]biphenyl